8-bromo-2-(toluene-4-sulfonyl)-2,3,4,5-tetrahydro-1H-benzo[c]azepin-5-ylamine BrC=1C=CC2=C(CN(CCC2N)S(=O)(=O)C2=CC=C(C)C=C2)C1